CNC1=CC=C2C(=NC(=NC2=C1)N1CCN(CC1)C)N1C[C@@H](CC1)NC1=NC=C(C=N1)C#N (R)-2-((1-(7-(methylamino)-2-(4-methylpiperazin-1-yl)quinazolin-4-yl)pyrrolidin-3-yl)amino)pyrimidine-5-carbonitrile